tert-butyl 3-(3-((5-(3-((5-cyano-4-(4-fluorophenyl)thiazol-2-yl)(methyl)amino)-2-ethylimidazo[1,2-a]pyridin-6-yl)pyrimidin-2-yl)amino)azetidine-1-carbonyl)azetidine-1-carboxylate C(#N)C1=C(N=C(S1)N(C1=C(N=C2N1C=C(C=C2)C=2C=NC(=NC2)NC2CN(C2)C(=O)C2CN(C2)C(=O)OC(C)(C)C)CC)C)C2=CC=C(C=C2)F